C(CCC)[N+]1=C(C2=C3C(C=CC=C13)=CC=C2)C=CC=C2N(C1=CC=CC=3C1=C2C=CC3)CCCC 1-Butyl-2-[3-(1-butyl-1H-benzo[cd]indol-2-ylidene)-propenyl]-benzo[cd]indolium